((1r,4r)-4-(((tert-butyldimethylsilyl)oxy)methyl)cyclohexyl)methyl 4-methylbenzenesulfonate CC1=CC=C(C=C1)S(=O)(=O)OCC1CCC(CC1)CO[Si](C)(C)C(C)(C)C